NC=1C=CC(=NC1)N[C@@H]1C[C@@H](N(C2=CC=CC=C12)C(CC)=O)C |o1:8,10| 1-((2S*,4R*)-4-((5-aminopyridin-2-yl)amino)-2-methyl-3,4-dihydro-quinolin-1(2H)-yl)propan-1-one